C(C)(C)(C)OC(=O)N1C(CCC1)C1=CC(=NC=C1)NC1=NC=C(C(=C1)Cl)Cl (2-((4,5-dichloropyridin-2-yl)amino)pyridin-4-yl)pyrrolidine-1-carboxylic acid tert-butyl ester